9-[1-(2,2-difluoroethyl)-1H-pyrazolo[3,4-b]pyrazin-6-yl]-2-[5-(trifluoromethyl)pyridin-2-yl]-2,9-diazaspiro[5.5]undecan-3-one FC(CN1N=CC=2C1=NC(=CN2)N2CCC1(CCC(N(C1)C1=NC=C(C=C1)C(F)(F)F)=O)CC2)F